N1=C(C=CC(=C1)C=O)C1=NC=C(C=C1)C=O 2,2'-bipyridine-5,5'-dialdehyde